2-(trimethylsilyl)ethyl (4-oxobutyl)carbamate O=CCCCNC(OCC[Si](C)(C)C)=O